Cl[Si](C)(C)CC(CCCCCCCCCCCC)CCCCCCCCCCCCCC 13-(chlorodimethylsilylmethyl)heptacosane